ClC1=C(C(=O)N2COC3=C(C2)C=CC=C3C3=CC(=C(C(=O)OC)C=C3F)N3C2COCC3CC2)C(=CC(=C1)N1[C@@H](C(C1)=O)C)Cl Methyl 4-[3-[2,6-dichloro-4-[(2R)-2-methyl-3-oxoazetidin-1-yl]benzoyl]-2,4-dihydro-1,3-benzoxazin-8-yl]-5-fluoro-2-(3-oxa-8-azabicyclo[3.2.1]octan-8-yl)benzoate